ClC=1C=CC2=C([C@@H](C[C@@H](O2)C(=O)NC23CC(C2)(C3)N3N=CC(=C3)O[C@@H](COC(F)(F)F)C)O)C1 (2R,4R)-6-chloro-4-hydroxy-N-[3-(4-{[(2R)-1-(trifluoromethoxy)propan-2-yl]oxy}-1H-pyrazol-1-yl)bicyclo[1.1.1]pentan-1-yl]-3,4-dihydro-2H-1-benzopyran-2-carboxamide